O.O.P(=O)([O-])([O-])[O-].[Fe+2].[Ti+4].[Zn+2] zinc-titanium iron phosphate dihydrate